(2-((2,6-dioxopiperidin-3-yl)amino)-4-fluoropyridin-3-yl)methyl methanesulfonate CS(=O)(=O)OCC=1C(=NC=CC1F)NC1C(NC(CC1)=O)=O